(7-chloroimidazo[1,5-a]pyridin-1-yl)methanamine ClC1=CC=2N(C=C1)C=NC2CN